COC(=O)C=1C(=NC(=NC1Cl)Cl)Cl 2,4,6-trichloro-pyrimidine-5-carboxylic acid methyl ester